C(CN1C(=NC2=C1C=CC(=C2OC)C(N)=O)C2=C(C(=O)O)C=CC=C2C)N2C(=NC1=C2C=CC(=C1OC)C(N)=O)C1=C(C(=O)O)C=CC=C1C 6'-(ethane-1,2-diylbis(5-carbamoyl-4-methoxy-1H-benzo[d]imidazole-1,2-diyl))bis(3-methylbenzoic acid)